CN(C1(CCC1)CNC=1C2=C(N=C(N1)OC[C@]13CCCN3C[C@@H](C1)F)C(=C(N=C2)C2=CC(=CC1=CC=C(C(=C21)CC)F)O)F)C 4-(4-(((1-(dimethylamino)cyclobutyl)methyl)amino)-8-fluoro-2-(((2R,7aS)-2-fluorotetrahydro-1H-pyrrolizin-7a(5H)-yl)methoxy)pyrido[4,3-d]pyrimidin-7-yl)-5-ethyl-6-fluoronaphthalen-2-ol